OC1CCOC2=CC=C(C=C12)C(=O)OC methyl 4-hydroxychroman-6-carboxylate